2,2',2''-(10-(1-carboxy-4-((4-isothiocyanatobenzyl)amino)-4-oxobutyl)-1,4,7,10-tetraazacyclododecane-1,4,7-triyl)triacetic acid C(=O)(O)C(CCC(=O)NCC1=CC=C(C=C1)N=C=S)N1CCN(CCN(CCN(CC1)CC(=O)O)CC(=O)O)CC(=O)O